tert-Butyl N-(5-bromo-2-iodo-4-methyl-3-pyridyl)-N-(2-cyanoallyl)carbamate BrC=1C(=C(C(=NC1)I)N(C(OC(C)(C)C)=O)CC(=C)C#N)C